N-{2,3-dimethoxy-6H,7H,8H,9H-cyclohexa[b]1,5-naphthyridin-10-yl}piperidin-4-amine COC=1N=C2C(=C3C(=NC2=CC1OC)CCCC3)NC3CCNCC3